(S)-N-(1-(4-Bromophenyl)-2,2,2-trifluoroethyl)-N-methyloxazole-5-carboxamide BrC1=CC=C(C=C1)[C@@H](C(F)(F)F)N(C(=O)C1=CN=CO1)C